(2S,5S)-2-(1-(4-bromophenyl)-3-(4-fluorophenyl)-1H-pyrazol-4-yl)-5-methyl-3-(2-(2-oxoindolin-6-yl)ethyl)oxazolidin-4-one BrC1=CC=C(C=C1)N1N=C(C(=C1)[C@@H]1O[C@H](C(N1CCC1=CC=C2CC(NC2=C1)=O)=O)C)C1=CC=C(C=C1)F